OC(CNCCCC[C@H](N)C(=O)O)COC(C(=C)C)=O N6-(2-hydroxy-3-(methacryloyloxy)propyl)-L-lysine